(1S,5S)-2-(3,5-dichlorophenyl)-N-((1R,2R,4S)-7-(4-methoxybenzyl)-7-azabicyclo[2.2.1]heptan-2-yl)-2-azabicyclo[3.1.0]hexane-4-carboxamide ClC=1C=C(C=C(C1)Cl)N1[C@H]2C[C@H]2C(C1)C(=O)N[C@H]1[C@H]2CC[C@@H](C1)N2CC2=CC=C(C=C2)OC